CC1=C(NCC(C#N)C#N)C=CC=C1C 2,3-dimethyl-dicyanoethyl-aniline